C(C)(C)(C)OC(N[C@@H](CCC(N)=O)C(NCC1=C(C=C(C=C1)C(C)C)F)=O)=O.N=1C=C(N2C1C=CC=C2)C2CCN(CC2)C2=CC1=C(N=C(S1)N1CCOCC1)C=C2 4-(6-(4-(imidazo[1,2-a]pyridin-3-yl)piperidin-1-yl)benzo[d]thiazol-2-yl)morpholine tert-butyl-N-[(1S)-3-carbamoyl-1-[[(2-fluoro-4-isopropylphenyl)methyl]carbamoyl]propyl]carbamate